C(C=C)(=O)N1C[C@@H](CCC1)C1=NN(C=2C(=NNC(C21)=O)N)C2=CC=C(C=C2)OC2=C(C=CC=C2)F (R)-3-(1-acryloylpiperidin-3-yl)-7-amino-1-(4-(2-fluorophenoxy)phenyl)-1,5-dihydro-4H-pyrazolo[3,4-d]pyridazin-4-one